2-methylthioxanthone CC1=CC=2C(C3=CC=CC=C3SC2C=C1)=O